C12(CC3CC(CC(C1)C3)C2)CN2N=CC=C2C 1-(tricyclo[3.3.1.13,7]dec-1-ylmethyl)-5-methyl-1H-pyrazole